COC1=CC=C(C=C1)C=1C=CC=C2C=NC(=NC12)NC1=CC(=CC=C1)N1CCNCC1 8-(4-(methoxy)phenyl)-N-(3-(piperazin-1-yl)phenyl)quinazolin-2-amine